1-Ethylpropylen C(C)C=CC